1-(7-(4-fluorobenzyl)-3-methyl-2,3-dihydro-1H-pyrido[2,3-b][1,4]oxazin-1-yl)-2-((2R,5R)-5-methyl-2-(((R)-3-methylmorpholino)methyl)piperazin-1-yl)ethan-1-one FC1=CC=C(CC2=CC3=C(OC(CN3C(CN3[C@H](CN[C@@H](C3)C)CN3[C@@H](COCC3)C)=O)C)N=C2)C=C1